Ethyl 2-[6-(1,1-difluoropropyl) pyridin-3-yl]-3-methyl-5-nitrobenzoate FC(CC)(F)C1=CC=C(C=N1)C1=C(C(=O)OCC)C=C(C=C1C)[N+](=O)[O-]